FC1([C@@H]([C@@H](N(C1)C(=O)C1CC(C1)F)CC=1C(=C(C=CC1)C1=CC(=CC(=C1)F)F)F)NS(=O)(=O)C)F N-{(2S,3R)-4,4-difluoro-1-((1s,3R)-3-fluorocyclobutane-1-carbonyl)-2-[(2,3',5'-trifluoro[1,1'-biphenyl]-3-yl)methyl]pyrrolidin-3-yl}methanesulfonamide